gold, silver-palladium salt [Pd].[Ag].[Au]